ClC=1C=C(C=CC1)C(C(=O)N1[C@@H]2CC([C@H]([C@@H]1C(=O)N[C@@H](C[C@H]1C(NCC1)=O)C(CF)=O)CC2)(F)F)(F)F (1S,3R,4S)-2-(2-(3-chlorophenyl)-2,2-difluoroacetyl)-5,5-difluoro-N-((S)-4-fluoro-3-oxo-1-((S)-2-oxopyrrolidin-3-yl)butan-2-yl)-2-azabicyclo[2.2.2]octane-3-carboxamide